N-[3,5-difluoro-4-(6'-oxo-3'-pyrimidin-4-yl-spiro[cyclopropane-1,5'-imidazo[1,2-a]imidazole]-7'-yl)phenyl]pyridine-2-carboxamide FC=1C=C(C=C(C1N1C(C2(N3C1=NC=C3C3=NC=NC=C3)CC2)=O)F)NC(=O)C2=NC=CC=C2